(2-Chlorotrityl) (R)-4-(((1S,2S)-2-aminocyclohexyl) (methyl)amino)-3-(cyanomethyl)-4-oxobutanoate N[C@@H]1[C@H](CCCC1)N(C([C@@H](CC(=O)OC(C1=C(C=CC=C1)Cl)(C1=CC=CC=C1)C1=CC=CC=C1)CC#N)=O)C